O1C(=CC2=C1C=CC=C2)C2=CC=C(C=C2)N(C2=CC=C(C=C2)C2=CC=C(C=C2)C2=CC1=C(N=C(S1)C1=CC=CC=C1)C=C2)C2=CC=C(C=C2)C=2OC1=C(C2)C=CC=C1 bis(4-benzofuran-2-yl-phenyl)-N-{4'-(2-phenyl-benzothiazole-6-yl)-[1,1']biphenyl-4-yl}-amine